(6aR,12bS)-(+)-N-propyl-2-ethoxy-10,11-dihydroxy-5,6,6a,7,8,12b-hexahydrobenzo[a]phenanthridine C(CC)N1[C@@H]2CCC3=C([C@H]2C=2C=C(C=CC2C1)OCC)C=C(C(=C3)O)O